C(C(C)C)(=O)O.CCC(C=CCCC)=O methylheptenone (CIS-ISOBUTYRATE)